C(C)OC(CC(C(C1=CC=C(C=C1)OC)=NO)C)=O 4-(hydroxyimino)-4-(4-methoxyphenyl)-3-methylbutanoic acid ethyl ester